4-methyl-2-(1-phenylethyl)-4-(selenocyanatomethyl)isoquinoline-1,3(2H,4H)-dione CC1(C(N(C(C2=CC=CC=C12)=O)C(C)C1=CC=CC=C1)=O)C[Se]C#N